dimethyl-5,6-dihydropyrimidin-4(3H)-one CN1C(=NCCC1=O)C